(2R)-2-((4-chloro-6-(2-(4-(methoxymethyl)phenyl)propyl)-1,3,5-triazin-2-yl)amino)-4-methylpentan-1-ol ClC1=NC(=NC(=N1)CC(C)C1=CC=C(C=C1)COC)N[C@@H](CO)CC(C)C